C(C)(C)(C)C=1C=C(NN1)NC(=O)NC1=CC=C(C=C1)N1C=NC2=C1C=CC(=C2)OCCN2CCOCC2 1-(5-tert-butyl-2H-pyrazol-3-yl)-3-{4-[5-(2-morpholin-4-yl-ethoxyl)-benzimidazole-1-yl]-phenyl}-urea